P(=O)(OC(C)(C)C)(OC(C)(C)C)OCC([C@H](C[C@H]1C(NCC1)=O)NC([C@H](CC(C)C)NC(=O)C=1NC2=CC=CC(=C2C1)OC)=O)=O di-tert-butyl ((S)-3-((S)-2-(4-methoxy-1H-indole-2-carboxamido)-4-methylpentanamido)-2-oxo-4-((S)-2-oxopyrrolidin-3-yl)butyl) phosphate